2-phenylphenyltrimethoxysilane C1(=CC=CC=C1)C1=C(C=CC=C1)[Si](OC)(OC)OC